N1CC(C1)OC=1C=C(C(=NC1)C=1C=C(SC1C)C(=O)NC1=CC(=CC(=C1)NS(=O)(=O)C)Cl)OCC1=CC(=CC(=C1)F)F 4-(5-(azetidin-3-yloxy)-3-((3,5-difluorobenzyl)oxy)pyridin-2-yl)-N-(3-chloro-5-(methylsulfonamido)phenyl)-5-methylthiophene-2-carboxamide